CC(C)OC1=C(C=C2C=CN=C(C2=C1)OCC1COCC1)C(=O)N 7-(prop-2-yloxy)-1-(tetrahydrofuran-3-ylmethoxy)isoquinoline-6-carboxamide